Ethyl 2-[[(2S)-2-(1,4-dihydro-2,4-dioxo-3(2H)-quinazolinyl)-3-methyl-1-oxobutyl]amino]-4-(trifluoromethyl)-5-thiazolecarboxylate O=C1NC2=CC=CC=C2C(N1[C@H](C(=O)NC=1SC(=C(N1)C(F)(F)F)C(=O)OCC)C(C)C)=O